C1(CC1)C(=O)N1[C@H]2CN(C[C@@H]([C@@H]1C#C)C2)C(=O)OCC[Si](C)(C)C 2-(Trimethylsilyl)ethyl (1S,5R,7R)-6-(cyclopropanecarbonyl)-7-ethynyl-3,6-diazabicyclo[3.2.1]octane-3-carboxylate